tert-Butyl 5-(5-(6-ethoxy-1H-pyrazolo[3',4':3,4]pyrazolo[1,5-a]pyridin-4-yl)pyridine-2-yl)-2,5-diazabicyclo[2.2.2]octane-2-carboxylate C(C)OC=1C=C(C=2N(C1)N=C1C2C=NN1)C=1C=CC(=NC1)N1C2CN(C(C1)CC2)C(=O)OC(C)(C)C